C(C)N1[C@@H]2CN([C@H](C1)C2)C2=C(C=C(C(=C2)OC)NC2=NC=NC(=C2)N2OCC[C@@H]2C2=CC=CC=C2)NC(C=C)=O N-(2-((1S,4S)-5-ethyl-2,5-diazabicyclo[2.2.1]heptane-2-yl)-4-methoxy-5-((6-((R)-3-phenylisoxazolidine-2-yl)pyrimidine-4-yl)amino)phenyl)acrylamide